N1=C(C=CC(=C1)CO)C1=NC=C(C=C1)CO 2,2'-Bipyridine-5,5'-dimethanol